tert-Butyl 3-(hydroxymethyl)-1-oxo-2,8-diazaspiro[4.5]decane-8-carboxylate OCC1NC(C2(C1)CCN(CC2)C(=O)OC(C)(C)C)=O